(3R,4S)-3-cyclopropyl-4-methyl-1-[1-[1-(oxetan-3-yl)pyrazol-4-yl]pyrazolo[3,4-c]pyridin-3-yl]-2-oxopyrrolidine-3-carbonitrile C1(CC1)[C@]1(C(N(C[C@H]1C)C1=NN(C2=CN=CC=C21)C=2C=NN(C2)C2COC2)=O)C#N